CNC(=O)C1=CN=CO1 N-methyloxazole-5-carboxamide